[OH-].[OH-].C(CCC[N+]12CCN(CC1)CC2)[N+]21CCN(CC2)CC1 1,1'-(1,4-butanediyl)bis(1-azonia-4-azabicyclo[2.2.2]octane) dihydroxide